C(CCCCCCCCCCCCCCCCCCCCCCCCC)(=O)O[C@@H]([C@H]([C@H](CO[C@@H]1[C@H](O)[C@@H](O)[C@@H](O)[C@H](O1)CO)N(C(=O)OCC1=CC=C(C=C1)N)C([C@@H](NC([C@@H](NC(=O)OCC1C2=CC=CC=C2C=2C=CC=CC12)C(C)C)=O)CCCNC(=O)N)=O)O)CCCCCCCCCCCCCC (2S,3S,4R)-2-(N-((9H-Fluoren-9-yl)methoxycarbonyl)-L-valinyl-L-citrullinyl-4-aminobenzyloxycarbonylamino)-1-(α-D-galactopyranosyloxy)-3-hydroxy-octadecan-4-yl hexacosanoate